FC1=CC=C(OCCS(=O)(=O)NC=2C(=NOC2C2=CC=C(C(=N2)C)OC[C@@H]2[C@H](CCCC2)C(=O)O)C)C=C1 (1S,2S)-2-(((6-(4-((2-(4-fluorophenoxy)ethyl)sulfonamido)-3-methylisoxazol-5-yl)-2-methylpyridin-3-yl)oxy)methyl)cyclohexane-1-carboxylic acid